O1C(COC2=C1C=CC=C2)C2=CC=C(CN1C[C@H](CC1)O)C=C2 (3S)-1-[4-(2,3-dihydro-1,4-benzodioxin-2-yl)benzyl]pyrrolidin-3-ol